5-((5-Bromo-2-hydroxyphenyl)sulfonamido)-4-hydroxy-2-methyl-[1,1'-biphenyl]-3-carboxylic acid BrC=1C=CC(=C(C1)S(=O)(=O)NC=1C(=C(C(=C(C1)C1=CC=CC=C1)C)C(=O)O)O)O